3-(5-(pyrimidin-4-yl)thiazol-4-yl)phenylsulfonamide N1=CN=C(C=C1)C1=C(N=CS1)C=1C=C(C=CC1)S(=O)(=O)N